COC(=O)C1NC(CNC1)C=1C(=C2COC(C2=CC1)=O)C 6-(4-methyl-1-oxo-1,3-dihydroisobenzofuran-5-yl)piperazine-2-carboxylic acid methyl ester